N-(4-((6,7-Dimethoxy-1,5-naphthyridin-4-yl)oxy)-3-fluorophenyl)-4-hydroxy-5-(5-iodofuran-2-yl)-6-methylnicotinamide COC=1N=C2C(=CC=NC2=CC1OC)OC1=C(C=C(C=C1)NC(C1=CN=C(C(=C1O)C=1OC(=CC1)I)C)=O)F